(3-(ethoxysilyl)propoxy)benzonitrile C(C)O[SiH2]CCCOC1=C(C#N)C=CC=C1